ClC1=C(C=CC(=C1F)OC1=NC=CC=C1C1=NC(=NC=C1)N[C@@H]1CNCCC1)NS(=O)(=O)CC1=CC=CC=C1 (S)-N-(2-chloro-3-fluoro-4-((3-(2-(piperidin-3-ylamino)pyrimidin-4-yl)pyridin-2-yl)oxy)phenyl)-1-phenylmethanesulfonamide